The molecule is an inositol phosphate oxoanion obtained by global deprotonation of the phosphate and diphosphate OH groups of 1-diphospho-1D-myo-inositol 2,3,4,5,6-pentakisphosphate. It is a conjugate base of a 1-diphospho-1D-myo-inositol 2,3,4,5,6-pentakisphosphate. [C@H]1([C@H](C([C@@H]([C@@H](C1OP(=O)([O-])[O-])OP(=O)([O-])[O-])OP(=O)([O-])[O-])OP(=O)([O-])OP(=O)([O-])[O-])OP(=O)([O-])[O-])OP(=O)([O-])[O-]